OCCNC1=C(C=CC=C1)[N+](=O)[O-] β-hydroxy-ethylaminonitrobenzene